methoxy-5-(2-((2R,5S)-5-methyl-2-(2-((R)-1-methylpyrrolidin-3-yl)-2H-indazol-6-yl)piperidin-1-yl)-2-oxoacetamido)nicotinamide COC1=C(C(=O)N)C=C(C=N1)NC(C(=O)N1[C@H](CC[C@@H](C1)C)C=1C=CC2=CN(N=C2C1)[C@H]1CN(CC1)C)=O